ClC1=C(C=CC=C1)C1=NC=NC(=N1)C1=CC=CC=C1 4-(2-chlorophenyl)-6-phenyl-1,3,5-triazine